1-(5-(trifluoromethyl)pyridin-2-yl)-1H-pyrazol-4-amine FC(C=1C=CC(=NC1)N1N=CC(=C1)N)(F)F